5-(2-oxospiro[indolin-3,4'-piperidin]-6-yl)benzamide O=C1NC2=CC(=CC=C2C12CCNCC2)C=2C=CC=C(C(=O)N)C2